2-(4-cyclohexylphenyl)-1-(4-(thiazol-2-yl)piperidin-1-yl)ethan-1-one C1(CCCCC1)C1=CC=C(C=C1)CC(=O)N1CCC(CC1)C=1SC=CN1